C(C)(C)(C)OC(=O)N1CCN(CC1)C(=O)C=1C=CC=2N(C1)C(=C(N2)C2=CC=C(C=C2)C)C2=CC=C(C=C2)C#N 4-(3-(4-cyanophenyl)-2-(p-tolyl)imidazo[1,2-a]pyridine-6-carbonyl)piperazine-1-carboxylic acid tert-butyl ester